C1(CC1)CN1C(=CC2=CC=CC(=C12)C1CN(C1)C)C1=NC2=C(N1C)C(=CC(=C2)C(=O)N2[C@@H]1CC[C@H](C2)[C@H]1N)OC (1R,4R,7R)-2-{2-[1-(Cyclopropylmethyl)-7-(1-methyl-azetidin-3-yl)-1H-indol-2-yl]-7-methoxy-1-methyl-1H-1,3-benzodiazol-5-carbonyl}-2-azabicyclo[2.2.1]heptan-7-amin